FC(C=1C=C(C2=C(C(=NO2)N(C(OC)=O)C(=O)OC)C1)C(F)(F)F)(F)F methyl N-[5,7-bis(trifluoromethyl)-1,2-benzoxazol-3-yl]-N-methoxycarbonyl-carbamate